N,2-dimethyl-6-((6-phenylpyridin-3-yl)oxy)pyridin-3-amine CNC=1C(=NC(=CC1)OC=1C=NC(=CC1)C1=CC=CC=C1)C